3-(3-ethyl-1-methyl-1H-indol-6-yl)-1-((2-(isopropylamino)pyridin-4-yl)methyl)-5,5-dimethylimidazolidine-2,4-dione C(C)C1=CN(C2=CC(=CC=C12)N1C(N(C(C1=O)(C)C)CC1=CC(=NC=C1)NC(C)C)=O)C